(8-piperazin-1-yl-4-quinolinyl)hexahydropyrimidine-2,4-dione N1(CCNCC1)C=1C=CC=C2C(=CC=NC12)N1C(NC(CC1)=O)=O